6-(2-fluoro-4-(1-methyl-1H-pyrazol-3-yl)benzyl)-N-((1S,2S)-2-hydroxycyclohexyl)-5-oxo-5,6-dihydropyrido[3,4-b]pyrazine-8-carboxamide FC1=C(CN2C(C3=NC=CN=C3C(=C2)C(=O)N[C@@H]2[C@H](CCCC2)O)=O)C=CC(=C1)C1=NN(C=C1)C